C(#N)C1=C(C2=C(C=NC=3OC(C4C5CCC(CN4C(=N1)C23)N5C(=O)[O-])C)F)C 17-cyano-14-fluoro-9,16-dimethyl-10-oxa-2,12,18,20-tetrazapentacyclo[9.7.1.14,7.02,8.015,19]icosa-1(18),11(19),12,14,16-pentaene-20-carboxylate